P1(=O)(OC2=C(C=CC=C2)O1)[O-] 2-phenylene phosphate